2,3,4,6-tetrabenzoyl-oxyglucose C(C1=CC=CC=C1)(=O)O[C@@](C=O)(O)[C@@](O)([C@](O)([C@H](O)C(O)OC(C1=CC=CC=C1)=O)OC(C1=CC=CC=C1)=O)OC(C1=CC=CC=C1)=O